N4-ethyl-N6-(1-methyl-1H-pyrazol-4-yl)-3-(trifluoromethyl)-1H-pyrrolo[2,3-b]pyridine-4,6-diamine C(C)NC=1C2=C(N=C(C1)NC=1C=NN(C1)C)NC=C2C(F)(F)F